ClC1=C(C=CC=2C3=C(NC12)CCN([C@@H]3C)C(CNC(OC(C)(C)C)=O)=O)Cl tert-butyl N-{2-[(1R)-6,7-dichloro-1-methyl-1H,3H,4H,5H-pyrido[4,3-b]indol-2-yl]-2-oxoethyl}carbamate